N-(2-chloro-7-methyl-7H-pyrrolo[2,3-d]pyrimidin-4-yl)-5-methyl-1H-pyrazol-3-amine ClC=1N=C(C2=C(N1)N(C=C2)C)NC2=NNC(=C2)C